C(COCCOCCOCCOCCCCCCCCCCC)O 3,6,9,12-tetraoxa-1-tricosanol